C(C)N1CCN(CC1)C1=CC2=C(N=C(N=C2N[C@H](C)C2=C(C(=CC=C2)C(F)(F)F)F)C)N=C1OC (R)-6-(4-ethylpiperazin-1-yl)-N-(1-(2-fluoro-3-(trifluoromethyl)phenyl)ethyl)-7-methoxy-2-methylpyrido[2,3-d]pyrimidin-4-amine